N,N'-bis(3-methylenehepta-4,6-dien-1-yl)hexahydropyrroloquinoline C=C(CCN1CCCC2CCC3C(=C12)C=CN3CCC(C=CC=C)=C)C=CC=C